dimethyl [(4-ethenylphenyl)methyl]phosphonate Potassium [K].C(=C)C1=CC=C(C=C1)CP(OC)(OC)=O